ClC1=C(C=CC=C1C1C(NC(CC1)=O)=O)C1=CC=C(C=C1)CS(=O)(=O)N1CCCC1 3-(2-chloro-4'-((pyrrolidin-1-ylsulfonyl)methyl)-[1,1'-biphenyl]-3-yl)piperidine-2,6-dione